C(#N)C=1C=CC2=C(OC=3C(=NC=C(C3NC(C)C)C(=O)N[C@H](C)CCO)O2)C1 (R)-7-cyano-N-(4-hydroxybutan-2-yl)-4-(isopropylamino)benzo[5,6][1,4]dioxino[2,3-b]pyridine-3-carboxamide